(2-cyclohexylethyl)-3-methyl-1,5,9-triazacyclododecan C1(CCCCC1)CCN1CC(CNCCCNCCC1)C